(2s,3s,4r)-4-(4-chloro-7H-pyrrolo[2,3-d]pyrimidin-7-yl)-2,3-dihydroxy-2-methylcyclopentanone ClC=1C2=C(N=CN1)N(C=C2)[C@H]2[C@@H]([C@](C(C2)=O)(C)O)O